NC1=NC=C(C2=C1C(=CN2C)C2=CC(=C(C(=O)NC1CCCC1)C=C2)F)C#N 4-(4-amino-7-cyano-1-methyl-1H-pyrrolo[3,2-c]pyridin-3-yl)-N-cyclopentyl-2-fluorobenzamide